1,2-dimethyl-cyclohexane CC1C(CCCC1)C